NC=1C2=NC(C(N=C2C=CC1)=O)=O 5-amino-2,3-dihydro-1,4-naphthyridinedione